CC=1C=C2C3C=CC(C2=CC1)N3C(=O)OC(C)(C)C tert-Butyl 4-methyl-11-azatricyclo[6.2.1.02,7]undeca-2,4,6,9-tetraene-11-carboxylate